(1-(3,3-difluorocyclobutyl)-1H-pyrazolo[3,4-b]pyridin-6-yl)amide sodium salt [Na+].FC1(CC(C1)N1N=CC=2C1=NC(=CC2)[NH-])F